methyl [(6S)-4-(3'-fluoro-5'-hydroxy[1,1'-biphenyl]-4-yl)-2,3,9-trimethyl-6H-thieno[3,2-f][1,2,4]triazolo[4,3-a][1,4]diazepin-6-yl]acetate FC=1C=C(C=C(C1)O)C1=CC=C(C=C1)C1=N[C@H](C=2N(C3=C1C(=C(S3)C)C)C(=NN2)C)CC(=O)OC